2,4-dimethylbenzenesulfonyl-hydrazine CC1=C(C=CC(=C1)C)S(=O)(=O)NN